3-[Methyl(4-{7'-[(1R,3R)-3-(oxan-2-yloxy)cyclohexyl]-6'-oxospiro[cyclopropane-1,5'-pyrrolo[2,3-d]pyrimidin]-2'-ylamino}piperidin-1-ylsulfonyl)amino]propyl methanesulfonate CS(=O)(=O)OCCCN(S(=O)(=O)N1CCC(CC1)NC=1N=CC2=C(N1)N(C(C21CC1)=O)[C@H]1C[C@@H](CCC1)OC1OCCCC1)C